(2R)-3-(3,4-dihydroxyphenyl)-2-[(E)-3-[2-[(E)-2-(3,4-dihydroxyphenyl)ethenyl]-3,4-dihydroxyphenyl]prop-2-enoyl]oxopropanoic acid OC=1C=C(C=CC1O)C([C@H](C(=O)O)C(\C=C\C1=C(C(=C(C=C1)O)O)\C=C\C1=CC(=C(C=C1)O)O)=O)=O